2-((4-(7-((3-cyano-1H-indazol-6-yl)methyl)-2,7-diazaspiro[4.4]non-2-yl)pyrimidin-5-yl)oxy)-5-fluoro-N-isopropyl-N-methylbenzamide C(#N)C1=NNC2=CC(=CC=C12)CN1CC2(CCN(C2)C2=NC=NC=C2OC2=C(C(=O)N(C)C(C)C)C=C(C=C2)F)CC1